Tert-butyl (2S,4S)-2-((S)-4-bromo-5-chloro-6-fluoro-2-phenyl-2,3-dihydrobenzofuran-2-yl)-4-((methylsulfonyl)oxy)pyrrolidine-1-carboxylate BrC1=C(C(=CC2=C1C[C@](O2)(C2=CC=CC=C2)[C@H]2N(C[C@H](C2)OS(=O)(=O)C)C(=O)OC(C)(C)C)F)Cl